1-(4-((4-((2-fluoro-4-((2-(thiazol-4-yl)pyridin-4-yl)oxy)phenyl)amino)-7-methoxyquinazolin-6-yl)amino)piperidin-1-yl)prop-2-en-1-one FC1=C(C=CC(=C1)OC1=CC(=NC=C1)C=1N=CSC1)NC1=NC=NC2=CC(=C(C=C12)NC1CCN(CC1)C(C=C)=O)OC